Cl.FC1=CC=C(C=C1)C(N1[C@@H](CNCC1)C)C1=CC=C(C=C1)F (R)-1-(bis(4-fluorophenyl)methyl)-2-methylpiperazine HCl